cis-2-(((5S,7S)-7-fluoro-5-phenyl-6,7-dihydro-5H-pyrrolo[1,2-b][1,2,4]triazol-2-yl)thio)cyclopropanecarbonitrile F[C@H]1C[C@H](N2N=C(N=C21)S[C@@H]2[C@@H](C2)C#N)C2=CC=CC=C2